4-(2-(6-(4-acetamido-2-chlorophenyl)-4-methyl-1,1-dioxido-1,2,6-thiadiazinan-2-yl)acetamido)adamantan-1-carboxamide C(C)(=O)NC1=CC(=C(C=C1)N1CC(CN(S1(=O)=O)CC(=O)NC1C2CC3(CC(CC1C3)C2)C(=O)N)C)Cl